2-((methylamino)methyl)-1-(4-fluorophenyl)cyclopentan-1-ol CNCC1C(CCC1)(O)C1=CC=C(C=C1)F